CC=1C=CC=2N(C1)C(=C(N2)C(F)(F)F)C(=O)O 6-methyl-2-(trifluoromethyl)imidazo[1,2-a]pyridine-3-carboxylic acid